tert-butyl (3R)-3-[6-[N-tert-butoxycarbonyl-2-cyano-3-[[ethyl(methyl)sulfamoyl]amino]-6-fluoro-anilino]-5-chloro-4-oxo-quinazolin-3-yl]-1-oxa-8-azaspiro[4.5]decane-8-carboxylate C(C)(C)(C)OC(=O)N(C1=C(C(=CC=C1F)NS(N(C)CC)(=O)=O)C#N)C=1C(=C2C(N(C=NC2=CC1)[C@H]1COC2(C1)CCN(CC2)C(=O)OC(C)(C)C)=O)Cl